5,6-dihydroimidazo[1,2-d]pyrido[4,3-f][1,4]oxazepine N=1C=CN2CCOC3=C(C21)C=CN=C3